Di-n-octyl-tin bis(isooctyl thioglycolate) C(CCCCC(C)C)C(C(=O)[O-])S.C(CCCCC(C)C)C(C(=O)[O-])S.C(CCCCCCC)[Sn+2]CCCCCCCC